C(=O)C1=C(C=C(C(=C1)C=1SC=CC1)OC)C=1C(=CC=2C3=C(COC2C1)C(=C(S3)C)C)C(=O)OC methyl 7-(2-formyl-5-methoxy-4-(thiophen-2-yl)phenyl)-2,3-dimethyl-4H-thieno[3,2-c]chromene-8-carboxylate